(2R)-2-(2-fluorophenyl)-3-hydroxy-1-{2-[1-(2-methoxyethyl)pyrazol-4-ylsulfonyl]-4H,6H-pyrrolo[3,4-c]pyrazol-5-yl}propan-1-one FC1=C(C=CC=C1)[C@@H](C(=O)N1CC2=NN(C=C2C1)S(=O)(=O)C=1C=NN(C1)CCOC)CO